S1C(=CC=C1)\C=C\1/N=C(OC1=O)C1=CC=C(C=C1)C(F)(F)F (Z)-4-(thiophen-2-ylmethylene)-2-(4-(trifluoromethyl)phenyl)oxazol-5(4H)-one